FC1=C(C(=CC=C1)C)C1=NC=2C=NNC2C=2C=NN3CCN1C23 8-(2-fluoro-6-methyl-phenyl)-3,4,7,9,12,13-hexazatetracyclo[7.5.1.02,6.012,15]pentadeca-1(15),2(6),4,7,13-pentaene